[Si](C1=CC=CC=C1)(C1=CC=CC=C1)(C(C)(C)C)OCCCCCCCNC1=NC=NC(=C1CNC1CCOCC1)Cl N-(7-((tert-butyldiphenylsilyl)oxy)heptyl)-6-chloro-5-(((tetrahydro-2H-pyran-4-yl)amino)methyl)pyrimidin-4-amine